N-(6-(3-(4-chlorobenzyl)ureido)spiro[3.3]hept-2-yl)-3-(methylsulfonyl)benzamide ClC1=CC=C(CNC(NC2CC3(CC(C3)NC(C3=CC(=CC=C3)S(=O)(=O)C)=O)C2)=O)C=C1